C(C)(C)(C)C=1C=C(C=C(C1)C(C)(C)C)NC1=CC=2C(CCC(C2C=C1)(C)C)(C)C N-(3,5-di-tert-butylphenyl)-5,5,8,8-tetramethyl-5,6,7,8-tetrahydronaphthalen-2-amine